Ethylidene diacetate C(C)(=O)OC(C)OC(C)=O